N[C@H]1CN(CCC1)C1=C2C(=NC=C1)N(C(=N2)C2=CC(=C(C#N)C=C2)F)C2=CC=C(C=C2)N(CC)CC (R)-4-(7-(3-aminopiperidin-1-yl)-3-(4-(diethylamino)phenyl)-3H-imidazo[4,5-b]pyridin-2-yl)-2-fluorobenzonitrile